tert-butyl N-[(1S)-2-[2-[3-[[3-carbamoyl-6-(dimethylamino)-5-ethyl-pyrazin-2-yl]amino]phenyl]ethylamino]-1-methyl-2-oxo-ethyl]-N-methyl-carbamate C(N)(=O)C=1C(=NC(=C(N1)CC)N(C)C)NC=1C=C(C=CC1)CCNC([C@H](C)N(C(OC(C)(C)C)=O)C)=O